(2E,4Z,6Z,8E)-3,5,7-trimethyl-2,4,6,8-undecatetraene C\C(=C/C)\C=C(/C=C(\C=C\CC)/C)\C